1-(cyclopropylmethyl)-6-[3-(4-mesyl-2-anisidino)-1-propynyl]-4-(1-methyl-4-piperidylamino)indole C1(CC1)CN1C=CC2=C(C=C(C=C12)C#CCNC=1C(OC)=CC=C(C1)S(=O)(=O)C)NC1CCN(CC1)C